COC(=O)C1CCN(CC1)CC=1N=NN(C1)[C@@H](C(C)(C)C)C(=O)N1[C@@H](C[C@H](C1)O)C(NC)=O 1-[[1-[(1S)-1-[(2S,4r)-4-hydroxy-2-(methylcarbamoyl)pyrrolidine-1-carbonyl]-2,2-dimethyl-propyl]triazol-4-yl]methyl]piperidine-4-carboxylic acid methyl ester